[N+](=O)([O-])C=1C=C(C=CC1)C1=NC(=NC=C1)NC1=CC=C(C=C1)C(F)(F)F 4-(3-nitrophenyl)-N-(4-(trifluoromethyl)phenyl)pyrimidin-2-amine